CC1(CC=CC=C1C)O 1,6-dimethyl-phenol